Cl.ClC1=C(C=C(C(=C1)S(N[C@H](C)C1CCN(CC1)C)(=O)=O)F)NC(C1=C(C=CC=C1)C)=O (R)-N-(2-chloro-5-fluoro-4-(N-(1-(1-methylpiperidin-4-yl)ethyl)sulfamoyl)phenyl)-2-methylbenzamide hydrochloride